1-methyl-3,3-diphenyltetrahydro-1H,3H-pyrrolo[1,2-c][1,3,2]oxazaborole CB1OC(C2N1CCC2)(C2=CC=CC=C2)C2=CC=CC=C2